[Br-].NCCCN1C=CC(C=C1)=C1C=CN(C=C1)CCCN 1,1'-bis(aminopropyl)-4,4'-bipyridine bromide salt